[Na].[Na].[Na].ClC1=C(C=C(OCC(=O)NC23CC(C2)(C3)NC(\C=C\C3=CC=C(C=C3)Cl)=O)C=C1)F (2E)-N-{3-[2-(4-chloro-3-fluorophenoxy)acetylamino]bicyclo[1.1.1]pentan-1-yl}-3-(4-chlorophenyl)propan-2-enamide trisodium